N1=C2C=3C(=NC=CC3N=C1)OCC1N2CC(CC1)C#N 8,8a,9,10,11,12-hexahydro-7-oxa-1,3,6,12a-tetraazabenzo[4,5]cyclohepta[1,2,3-de]naphthalene-11-carbonitrile